1,2,4-oxadiazole-5(2H)-thione O1NC=NC1=S